BrC=1C=CC2=CN(N=C2C1F)C(C(=O)O[Li])C1=C2N(C=N1)CCC2 [2-(6-bromo-7-fluoro-indazol-2-yl)-2-(6,7-dihydro-5H-pyrrolo[1,2-c]imidazol-1-yl)acetyl]oxylithium